COC1=CC=C(C=C1)C1=NOC(=N1)C1=CC=C(C=C1)NC(=O)C1CN(C(C1)=O)CC=1C=NC=CC1 N-{4-[3-(4-methoxyphenyl)-1,2,4-oxadiazol-5-yl]Phenyl}-5-oxo-1-[(pyridin-3-yl)methyl]Pyrrolidine-3-carboxamide